C(CCC)OCCCO 1,3-propylene glycol n-butyl ether